[Br-].OC=1C=C(C(=O)NCCCCCC[P+](C2=CC=CC=C2)(C2=CC=CC=C2)C2=CC=CC=C2)C=C(C1O)O 6-(3,4,5-trihydroxybenzamido)hexyltriphenylphosphonium bromide